FC1(CC2(CN(C2)C2=CC(=CC=N2)OC)C1)F 6-(6,6-Difluoro-2-azaspiro[3.3]heptan-2-yl)-4-methoxypyridin